CC1=C(C=C(C=C1)NC(=O)C1NC(CC1)=O)OC1=NC=CC(=C1)C N-[4-Methyl-3-[(4-methyl-2-pyridinyl)oxy]phenyl]-5-oxo-2-pyrrolidinecarboxamide